6-[5-(6-methyl-2-pyridyl)-1H-imidazol-4-yl]-3-[6-[[rac-(3S,5R)-3,5-dimethylpiperazin-1-yl]methyl]-3-pyridyl]quinoline CC1=CC=CC(=N1)C1=C(N=CN1)C=1C=C2C=C(C=NC2=CC1)C=1C=NC(=CC1)CN1C[C@@H](N[C@@H](C1)C)C |r|